N1CC2(C=3C1=NC=CC3)C=C3C(N=CC=C3)=C2 dihydrospiro[cyclopenta[b]pyridine-6,3'-pyrrolo[2,3-b]pyridin]